BrC=1C=CC=C2C=NC(=NC12)NC1=CC(=C(C=C1)C)N N1-(8-bromoquinazolin-2-yl)-4-methylbenzene-1,3-diamine